C(#N)C1=CC=C(OC2(CCCC2)C(=O)O)C=C1 1-(4-cyanophenoxy)cyclopentane-1-carboxylic acid